CC1(OB(OC1(C)C)/C=C/C(=O)OCC)C ethyl (2E)-3-(4,4,5,5-tetramethyl-1,3,2-dioxaborolan-2-yl)prop-2-enoate